1-[1-(3,4-dimethylphenyl)-5-oxo-pyrrolidine-3-carbonyl]Piperidine-4-carboxylic acid CC=1C=C(C=CC1C)N1CC(CC1=O)C(=O)N1CCC(CC1)C(=O)O